2-(4-(5-chloro-2-(4-chloro-1H-1,2,3-triazol-1-yl)phenyl)-2,5-dioxapiperazin-1-yl)-N-(4-(dimethylphosphoryl)phenyl)-3-phenylpropionamide ClC=1C=CC(=C(C1)N1CON(CO1)C(C(=O)NC1=CC=C(C=C1)P(=O)(C)C)CC1=CC=CC=C1)N1N=NC(=C1)Cl